ClC1=C(C(=CC=C1)F)C1=NOC(=C1C1=CC2(C1)CCN(CC2)C=2C=C1C=CC(=NC1=CC2)C(=O)O)C2CC2 6-(2-(3-(2-chloro-6-fluorophenyl)-5-cyclopropylisoxazol-4-yl)-7-azaspiro[3.5]non-1-en-7-yl)quinoline-2-carboxylic acid